4-(2-(2,4-difluorophenoxy)-5-(ethylsulfonylamino)phenyl)-2-methoxy-6-methylpyridine FC1=C(OC2=C(C=C(C=C2)NS(=O)(=O)CC)C2=CC(=NC(=C2)C)OC)C=CC(=C1)F